4-hydroxy-3-(1,2,3,4-tetrahydronaphthalen-1-yl)chroman-2-one Benzyl-((S)-1-((S)-2-((tert-butoxycarbonyl)amino)-3-(3-cyanophenyl)propanoyl)piperidin-3-yl)carbamate C(C1=CC=CC=C1)N(C(O)=O)[C@@H]1CN(CCC1)C([C@H](CC1=CC(=CC=C1)C#N)NC(=O)OC(C)(C)C)=O.OC1C(C(OC2=CC=CC=C12)=O)C1CCCC2=CC=CC=C12